4-benzyl-2-{[4-(4-methoxyphenyl)piperidin-1-yl]methyl}-1,4-oxazepane C(C1=CC=CC=C1)N1CC(OCCC1)CN1CCC(CC1)C1=CC=C(C=C1)OC